triisononyl hemimellitate C(C1=C(C(=O)OCCCCCCC(C)C)C(C(=O)OCCCCCCC(C)C)=CC=C1)(=O)OCCCCCCC(C)C